6-chloro-4-hydroxy-N-[rac-(3R,6S)-6-({[4-(trifluoromethyl)phenyl]methyl}carbamoyl)oxan-3-yl]-3,4-dihydro-2H-1-benzopyran-2-carboxamide ClC=1C=CC2=C(C(CC(O2)C(=O)N[C@H]2CO[C@@H](CC2)C(NCC2=CC=C(C=C2)C(F)(F)F)=O)O)C1 |r|